1,3,5-tris(4-tert-butyl-3-hydroxy-2,6-dimethylbenzyl)benzene C(C)(C)(C)C1=C(C(=C(CC2=CC(=CC(=C2)CC2=C(C(=C(C=C2C)C(C)(C)C)O)C)CC2=C(C(=C(C=C2C)C(C)(C)C)O)C)C(=C1)C)C)O